(2-acetyloxyethyl)trimethylammonium C(C)(=O)OCC[N+](C)(C)C